C(C(=C)C)(=O)OCCCl chloroethyl Methacrylate